(4-piperidinyl)methanone TFA salt OC(=O)C(F)(F)F.N1CCC(CC1)C=O